C(#N)C(C([C@H](CN1C(CCC1)=O)NC(OC(C)(C)C)=O)=O)=P(C1=CC=CC=C1)(C1=CC=CC=C1)C1=CC=CC=C1 tert-butyl (S)-(4-cyano-3-oxo-1-(2-oxopyrrolidin-1-yl)-4-(triphenyl-λ5-phosphaneylidene)butan-2-yl)carbamate